tert-butyl 4-[2-[6-(2-bromo-4-ethoxycarbonyl-phenoxy)-3-pyridyl]ethyl]piperidine-1-carboxylate BrC1=C(OC2=CC=C(C=N2)CCC2CCN(CC2)C(=O)OC(C)(C)C)C=CC(=C1)C(=O)OCC